COC1=NC=C(C2=C1N=C(S2)[NH-])C=2N=NC(=CC2)C [4-methoxy-7-(6-methyl-pyridazin-3-yl)-thiazolo[4,5-c]pyridin-2-yl]-amid